ethylenediaminetetraacetic acid sodium iron salt [Fe+2].[Na+].C(CN(CC(=O)[O-])CC(=O)[O-])N(CC(=O)O)CC(=O)[O-]